2-methyl-3-(naphthalene-2-yl)-5-(p-tolyl)-1H-pyrrole CC=1NC(=CC1C1=CC2=CC=CC=C2C=C1)C1=CC=C(C=C1)C